N1CC(C1)N1N=CC(=C1)NC1=NC=C(C(=N1)C1=C(C(=O)O)C=CC=C1)C (2-((1-(azetidin-3-yl)-1H-pyrazol-4-yl)amino)-5-methylpyrimidin-4-yl)benzoic acid